OC1(CCC(CC1)C#N)[C@@H]1N2C(C3=CC=CC=C13)=CN=C2 (1R,4r)-4-hydroxy-4-((R)-5H-imidazo[5,1-a]isoindol-5-yl)cyclohexane-1-carbonitrile